C(C(C)CC(C#CC(CC(C)C[2H])(O)C[2H])(O)C[2H])[2H] 2,4,7,9-Tetramethyl-d-decyne-4,7-diol